C1[C@@H]([C@H]([C@@H]([C@H]([C@@H]1[NH3+])O[C@@H]2[C@@H]([C@H]([C@@H]([C@H](O2)CO)O)O)O)O)O[C@@H]3[C@@H]([C@H]([C@@H]([C@H](O3)C[NH3+])O)O)[NH3+])[NH3+] The molecule is an organic cation obtained by protonation of the primary amino groups of 3''-deamino-3''-hydroxykanamycin B. It is an ammonium ion derivative and an organic cation. It is a conjugate acid of a 3''-deamino-3''-hydroxykanamycin B.